C(CCCC)C1CCCCC(O1)=O 7-pentyloxepan-2-one